S1C=NC2=C1C=C(C=C2)S(=O)(=O)N2N=C1C(=C2)CN(C1)C([C@@](CO)(C1=NC=CC=C1)C)=O |r| racemic-1-[2-(1,3-benzothiazole-6-sulfonyl)-4H,6H-pyrrolo[3,4-c]pyrazol-5-yl]-3-hydroxy-2-methyl-2-(pyridin-2-yl)propan-1-one